2-((1r,4r)-4-(2-(4-(4-(2,4-Dioxotetrahydropyrimidin-1(2H)-yl)phenyl)piperazin-1-yl)ethyl)cyclohexyl)-N-(imidazo[1,2-b]pyridazin-3-yl)-6-methoxy-2H-indazole-5-carboxamide O=C1N(CCC(N1)=O)C1=CC=C(C=C1)N1CCN(CC1)CCC1CCC(CC1)N1N=C2C=C(C(=CC2=C1)C(=O)NC1=CN=C2N1N=CC=C2)OC